6-amino-2-(3-fluoro-4-iodophenyl)-5-methoxypyrimidine-4-carboxylic acid methyl ester COC(=O)C1=NC(=NC(=C1OC)N)C1=CC(=C(C=C1)I)F